OC1=C(C(=CC(=C1)C)C)C1=CC=C2C(=CC(=NC2=N1)C1CN(CCC1)C)C1C(N(CC1)C)=O 3-[7-(2-hydroxy-4,6-dimethyl-phenyl)-2-[1-methyl-3-piperidyl]-1,8-naphthyridin-4-yl]-1-methyl-pyrrolidin-2-one